CC=1C2=C(OC1C(=O)O)C=CC=C2 3-methylbenzo[b]furan-2-carboxylic acid